Methyl (Z)-1-(4-amino-2-fluorobut-2-en-1-yl)-4-(3-(N-methylsulfamoyl)phenyl)-1H-benzo[d]imidazole-6-carboxylate hydrochloride Cl.NC\C=C(\CN1C=NC2=C1C=C(C=C2C2=CC(=CC=C2)S(NC)(=O)=O)C(=O)OC)/F